3-chloro-6-(3-chloro-2-fluorophenyl)-2-((3-chloropyridin-2-yl)methyl)-2,4,5,6-tetrahydro-7H-pyrazolo[3,4-c]pyridin-7-one ClC=1N(N=C2C(N(CCC21)C2=C(C(=CC=C2)Cl)F)=O)CC2=NC=CC=C2Cl